[Na+].O=C([C@H](O)[C@@H](O)[C@@H](O)[C@H](O)C(=O)[O-])[O-].[Na+] galactaric acid sodium salt